C(C)(C)(C)OC(=O)N1CCC(=CCC1)C1=NC=NC2=CC(=C(C=C12)OC)OC.OC[C@H]1CC(N(C1)[C@@H](C)C1=CC=C(C=C1)OC)=O (S)-4-(hydroxymethyl)-1-((S)-1-(4-methoxyphenyl)ethyl)pyrrolidin-2-one tert-butyl-4-(6,7-dimethoxyquinazolin-4-yl)-2,3,6,7-tetrahydro-1H-azepine-1-carboxylate